C1(=CC=CC2=CC=CC=C12)CCN ((2-naphthalen-1-yl)-ethyl)-amine